CC(C(=O)OOC1=C(C(=NC2=CC(=C(C=C12)Cl)OC)C)C1=CC=C(C=C1)OC1=CC=C(C=C1)OC(F)(F)F)CC ((6-chloro-7-methoxy-2-methyl-3-(4-(4-(trifluoromethoxy) phenoxy) phenyl) quinolin-4-yl) oxy) methylbutyrate